(L)-N-t-Butoxycarbonyl-2-[(diphenylphosphino)methyl]pyrrolidine C(C)(C)(C)OC(=O)N1C(CCC1)CP(C1=CC=CC=C1)C1=CC=CC=C1